methyl ((1R,3R)-3-(3-methyl-6-((8-(1-methyl-1H-pyrazol-4-yl)quinolin-2-yl)amino)-2-oxo-2,3-dihydro-1H-imidazo[4,5-c]pyridin-1-yl)cyclopentyl)carbamate CN1C(N(C2=C1C=NC(=C2)NC2=NC1=C(C=CC=C1C=C2)C=2C=NN(C2)C)[C@H]2C[C@@H](CC2)NC(OC)=O)=O